N-methyl-3-[3-(2-oxopiperazin-1-yl)-1H-pyrazol-5-yl]propanamide CNC(CCC1=CC(=NN1)N1C(CNCC1)=O)=O